COC1=NC=CC(=C1C1=CC=2C(=CN=C(C2)NC(=O)C2C(C2)CN2CCNCC2)N1C)OC N-[2-(2,4-dimethoxypyridin-3-yl)-1-methylpyrrolo[2,3-c]pyridin-5-yl]-2-(piperazin-1-ylmethyl)cyclopropane-1-carboxamide